3-propoxy(n-butoxy)tin CCCO[Sn]OCCCC